Trans-1-(tert-butoxycarbonyl)-3-(fluoromethyl)pyrrolidine-2-carboxylic acid C(C)(C)(C)OC(=O)N1[C@H]([C@@H](CC1)CF)C(=O)O